NC1=NC=CC=C1C1=NC=2C(=NC(=CC2)N2C(COCC2)=O)N1C1=CC=C(C=C1)CO[Si](C)(C)C(C)(C)C 4-(2-(2-aminopyridin-3-yl)-3-(4-(((tert-butyldimethylsilyl)oxy)methyl)phenyl)-3H-imidazo[4,5-b]pyridin-5-yl)morpholin-3-one